(5RS,7RS)-5-[(3-Hydroxyazetidin-1-yl)carbonyl]-7-methyl-2-{[6-(trifluoromethyl)pyridin-3-yl]methyl}-5,6,7,8-tetrahydro[1,2,4]triazolo[4,3-a]pyridin-3(2H)-one OC1CN(C1)C(=O)[C@H]1C[C@H](CC=2N1C(N(N2)CC=2C=NC(=CC2)C(F)(F)F)=O)C |r|